2-chloro-N,N-dimethyl-4-(1-(piperidin-4-yl)azetidin-3-ylamino)benzamide 2,2,2-trifluoroacetate FC(C(=O)O)(F)F.ClC1=C(C(=O)N(C)C)C=CC(=C1)NC1CN(C1)C1CCNCC1